C(C)(C)C=1C=C(C(N(N1)C1=NC=C(C=C1)C)=O)C(=O)N 6-isopropyl-2-(5-methylpyridine-2-yl)-3-oxo-2,3-dihydropyridazine-4-carboxamide